1-(5-chloro-4-((3-(3-hydroxy-3-methylbutyl)-1-methyl-2-oxo-2,3-dihydro-1H-benzo[d]imidazol-5-yl)amino)pyrimidin-2-yl)piperidine-4-carbonitrile ClC=1C(=NC(=NC1)N1CCC(CC1)C#N)NC1=CC2=C(N(C(N2CCC(C)(C)O)=O)C)C=C1